S(=O)(=O)(ON1[C@@H]2CC[C@H](N(C1=O)C2)C(N)=O)OCC2(C(OCCC2)=O)C (2S,5R)-2-carbamoyl-7-oxo-1,6-diazabicyclo[3.2.1]octan-6-yl ((3-methyl-2-oxotetrahydro-2H-pyran-3-yl)methyl) sulfate